[N+](=O)([O-])C1=CC=C(C=C1)NC(=O)NCC1=CC=CC=C1 1-(4-nitrophenyl)-3-benzylurea